1-(3-chloro-6-(2-methyl-2H-pyrazolo[3,4-b]pyridin-5-yl)thieno[2,3-b]pyridin-2-yl)-3-(trifluoromethyl)cyclobutanol ClC1=C(SC2=NC(=CC=C21)C2=CC=1C(N=C2)=NN(C1)C)C1(CC(C1)C(F)(F)F)O